trans-(S)-1-(6-fluoro-5-(((3-(4-fluoro-3-(trifluoromethyl)phenoxy)cyclobutyl)amino)methyl)isoquinolin-8-yl)ethane-1,2-diol FC=1C(=C2C=CN=CC2=C(C1)[C@@H](CO)O)CN[C@@H]1C[C@H](C1)OC1=CC(=C(C=C1)F)C(F)(F)F